ClC1=CC=CC2=C1N(C[C@@H]1[C@@H](C(N2C)=O)N(C(C1)=O)C1=NC(=CC(=C1)C(F)(F)F)C)CC(=O)O 2-((3aR,11aS)-6-chloro-10-methyl-1-(6-methyl-4-(trifluoromethyl)pyridin-2-yl)-2,11-dioxo-1,2,3,3a,4,10,11,11a-octahydro-5H-benzo[b]pyrrolo[2,3-f][1,4]diazocin-5-yl)acetic Acid